ClC1=C(C=CC(=C1)C(F)(F)F)OCC1=CC(=CC=C1)C#C 2-chloro-1-((3-ethynylbenzyl)oxy)-4-(trifluoromethyl)benzene